BrC1=CC=C(C=C1)C=1C(=NC=NC1OCCOC1=NC=C(C=N1)Br)NS(=O)(=O)N {5-(4-bromophenyl)-6-[2-(5-bromopyrimidin-2-yloxy)-ethoxy]-pyrimidin-4-yl}-sulfamide